CN1CCN(CC1)CC1=C(C=CC=C1)C(/C=C/C=1C=C(C=CC1)/C=C/C(=O)O)=O (E)-3-[3-[(E)-3-[2-[(4-Methylpiperazin-1-yl)methyl]phenyl]-3-oxoprop-1-enyl]phenyl]prop-2-enoic acid